ClC1=CC=C(S1)C(=O)NC[C@H]1CN(C(O1)=O)C1=CC=C(C=C1)N1C(COCC1)=O 5-chloro-N-({(5S)-2-oxo-3-[4-(3-oxo-4-morpholinyl)-phenyl]-1,3-oxazolidin-5-yl}-methyl)-2-thiophene-carboxamide